COCOC=1C(=CC2=CN(N=C2C1C)C)C=1C=CC=2C(=NC=C(N2)N2C[C@H](N([C@H](C2)C)C(=O)OC(C)(C)C)C)N1 tert-butyl (2R,6S)-4-{6-[6-(methoxymethoxy)-2,7-dimethylindazol-5-yl]pyrido[2,3-b]pyrazin-2-yl}-2,6-dimethylpiperazine-1-carboxylate